dimethyl 3,3'-(3,7,8,12,13,17-hexamethyl-10-(4-(2-((4-methyl-2-oxo-2H-chromen-7-yl)oxy)ethoxy) phenyl)porphyrin-2,18-diyl)dipropionate CC=1C(=C2NC1C=C1C(=C(C(=N1)C(=C1C(=C(C(N1)=CC=1C(=C(C(N1)=C2)CCC(=O)OC)C)C)C)C2=CC=C(C=C2)OCCOC2=CC=C1C(=CC(OC1=C2)=O)C)C)C)CCC(=O)OC